2-(2-(4-(3,4-difluorophenyl)-5-oxomorpholin-3-yl)-7-(3,5-dimethylisoxazol-4-yl)imidazo[1,2-a]pyridin-3-yl)-N-methylthiazole-5-carboxamide FC=1C=C(C=CC1F)N1C(COCC1=O)C=1N=C2N(C=CC(=C2)C=2C(=NOC2C)C)C1C=1SC(=CN1)C(=O)NC